[Al].Cl.Cl.Cl trihydrochloride aluminum